ClC=1N(C(C2=CC(=CC(=C2C1)[C@@H](C)NC1=C(C=CC=C1)S(=O)(=O)C)C)=O)C (R)-3-chloro-2,7-dimethyl-5-(1-((2-(methylsulfonyl)phenyl)amino)ethyl)isoquinolin-1(2H)-one